C(#C)C1=C(C=CC(=C1)C=O)S(=O)(=O)N ethynyl-4-formylbenzenesulfonamide